2-(3-(1-(3-(carboxymethyl)benzyl)-4-(2',3',4',5'-tetrahydro-[1,1'-biphenyl]-4-yl)-1H-benzo[d]Imidazol-2-yl)phenyl)acetic acid C(=O)(O)CC=1C=C(CN2C(=NC3=C2C=CC=C3C3=CC=C(C=C3)C=3CCCCC3)C=3C=C(C=CC3)CC(=O)O)C=CC1